ClC1=CC(=C(C=C1F)N1CCN(CC1)C1=CC(=C(C=C1F)NC1C(NC(CC1)=O)=O)OC)F 3-((4-(4-(4-Chloro-2,5-difluorophenyl)piperazin-1-yl)-5-fluoro-2-methoxyphenyl)amino)piperidine-2,6-dione